COC1=CC=C(C=C1)C(OC[C@H]1O[C@H](C(C1O)F)N1C2=NC=NC(=C2N=C1)Cl)(C1=CC=CC=C1)C1=CC=C(C=C1)OC (2R,5R)-2-[[bis(4-methoxyphenyl)-phenyl-methoxy]methyl]-5-(6-chloropurin-9-yl)-4-fluoro-tetrahydrofuran-3-ol